C(C)N1N=C(C=C1N)C=1OC=CC1 1-ethyl-3-(furan-2-yl)-1H-pyrazol-5-amine